(E)-3-methylcyclopentadec-4-en CC\1CCCCCCCCCCCC/C=C1